FC1=CC=CC2=C1C(=C(O2)CN(C(/C=C/C2=CC1=C(NC(C(CC1)NC(OC(C)(C)C)=O)=O)N=C2)=O)C)C tert-Butyl (E)-(3-(3-(((4-fluoro-3-methylbenzofuran-2-yl)methyl)(methyl)amino)-3-oxoprop-1-en-1-yl)-8-oxo-6,7,8,9-tetrahydro-5H-pyrido[2,3-b]azepin-7-yl)carbamate